2-(4-bromo-1-(2,5-difluorophenyl)but-3-yn-1-yl)-6-chloro-4-fluoroisoindolin-1-one BrC#CCC(C1=C(C=CC(=C1)F)F)N1C(C2=CC(=CC(=C2C1)F)Cl)=O